2,3,4,6-tetraacetoxy-α-D-glucopyranose iodide [I-].C(C)(=O)O[C@@]1([C@@H](O)O[C@@H]([C@]([C@@]1(O)OC(C)=O)(O)OC(C)=O)C(O)OC(C)=O)O